2-(4-methoxy-1H-indol-3-yl)-1-morpholinoethanone COC1=C2C(=CNC2=CC=C1)CC(=O)N1CCOCC1